C(C1=CC=CC=C1)N1C[C@H](C[C@H]1CO[Si](C1=CC=CC=C1)(C1=CC=CC=C1)C(C)(C)C)C(C)(C)NC(OC(C)(C)C)=O tert-butyl (2-((3S,5S)-1-benzyl-5-(((tert-butyldiphenylsilyl)oxy)methyl)pyrrolidin-3-yl)propan-2-yl)carbamate